chloro-N-(2-(3-(trifluoromethyl)phenyl)pyridin-3-yl)benzamide ClC1=C(C(=O)NC=2C(=NC=CC2)C2=CC(=CC=C2)C(F)(F)F)C=CC=C1